(2-amino-3-(3-((6-((3,5-difluorophenyl)amino)pyridin-3-yl)methyl)isoxazol-5-yl)pyridin-1-ium-1-yl)methyl hydrogen phosphate P(=O)(OC[N+]1=C(C(=CC=C1)C1=CC(=NO1)CC=1C=NC(=CC1)NC1=CC(=CC(=C1)F)F)N)(O)[O-]